COC1=CC=C(C=C1)C1=C(C(N2C(C=CC=C12)=O)=O)C1=NC=C(C=C1)C 1-(4-methoxyphenyl)-2-(5-methyl-2-pyridyl)indolizine-3,5-dione